CC1(CCC(CC1)NC1=NN2C(C(=N1)OC(F)(F)F)=C(C=C2)C=2C=C1N=CC=NC1=CC2)O (1r,4r)-1-methyl-4-((5-(quinoxalin-6-yl)-4-(trifluoromethoxy)pyrrolo[2,1-f][1,2,4]triazin-2-yl)amino)cyclohexan-1-ol